N-(5-((1s,3s)-3-methyl-1-(4-methyl-4H-1,2,4-triazol-3-yl)cyclobutyl)pyridin-3-yl)-7-(((1-methylcyclobutyl)amino)methyl)-1H-pyrrolo[3,2-b]pyridine-5-carboxamide CC1CC(C1)(C1=NN=CN1C)C=1C=C(C=NC1)NC(=O)C1=CC(=C2C(=N1)C=CN2)CNC2(CCC2)C